BrC1=CC(=C(C=C1)N/C=C/C(C(F)(F)F)=O)I (3E)-4-[(4-bromo-2-iodophenyl)amino]-1,1,1-trifluorobut-3-en-2-one